N1=CC=C2N1C=C(C=N2)NCC2=C(C(=O)N)C=CC=C2 ((pyrazolo[1,5-a]pyrimidin-6-ylamino)methyl)benzamide